C(C)(=O)OCC\C=C/C\C=C/CC CIS,CIS-3,6-NONADIENYL ACETATE